6-amino-N-[[(2R,5S)-2-[3-(4-fluorophenoxy)phenyl]-3-oxo-1,4-thiazepan-5-yl]methyl]pyridine NC1=CC=CCN1C[C@H]1NC([C@H](SCC1)C1=CC(=CC=C1)OC1=CC=C(C=C1)F)=O